3-[4-[7-[(1-amino-4-piperidyl)methyl]-2,7-diazaspiro[3.5]nonan-2-yl]-3-fluoro-phenyl]piperidine-2,6-dione NN1CCC(CC1)CN1CCC2(CN(C2)C2=C(C=C(C=C2)C2C(NC(CC2)=O)=O)F)CC1